5-(furan-3-yl)-N-(4-(4-methylpiperazin-1-yl)phenyl)-4-(3-phenylisoxazolidin-2-yl)pyrimidin-2-amine O1C=C(C=C1)C=1C(=NC(=NC1)NC1=CC=C(C=C1)N1CCN(CC1)C)N1OCCC1C1=CC=CC=C1